2-(biphenyl-4-yl)-4,6-dichloro-1,3,5-triazine C1(=CC=C(C=C1)C1=NC(=NC(=N1)Cl)Cl)C1=CC=CC=C1